3-(4-hydroxylphenyl)-N-[4-(1-pyrrolidinylsulfonyl)phenyl]acryl-amide OC1=CC=C(C=C1)C=CC(=O)NC1=CC=C(C=C1)S(=O)(=O)N1CCCC1